C(C=C)(=O)NC=1C=C(C=CC1)B(O)O (3-(acrylamido)phenyl)boronic acid